CC1=NOC(=C1C=1C=C2C(=NC1)C(=CN2)C=2C=NN(C2)CC(F)(F)F)C 6-(3,5-dimethylisoxazol-4-yl)-3-[1-(2,2,2-trifluoroethyl)pyrazol-4-yl]pyrrolo[3,2-b]pyridin